C(C)(C)(C)OC(=O)N1C=CC2=C(C(=CC(=C12)C)OC)CBr 4-(Bromomethyl)-5-methoxy-7-methylindole-1-carboxylic acid tert-butyl ester